[Au].[Ni].[Cu].[Ni] nickel-copper-nickel-gold